N-(2-(2-((5-(2-oxoindolin-5-yl)pyridin-2-yl)oxy)ethoxy)ethyl)acetamide O=C1NC2=CC=C(C=C2C1)C=1C=CC(=NC1)OCCOCCNC(C)=O